ethane-1,2-dinitrile C(C#N)#N